3-hydroxy-1-adamantyl-(methyl)acrylic acid OC12CC3(CC(CC(C1)C3)C2)C=C(C(=O)O)C